4-((tert-butyldiphenylsilyl)oxy)-3-fluoropiperidine [Si](C1=CC=CC=C1)(C1=CC=CC=C1)(C(C)(C)C)OC1C(CNCC1)F